4-[(2-chloro-5-fluoro-pyrimidin-4-yl)amino]-N-(2-chlorophenyl)benzamide 2-oxo-2H-chromen-7-yl-2-bromoacetate O=C1OC2=CC(=CC=C2C=C1)C(C(=O)O)Br.ClC1=NC=C(C(=N1)NC1=CC=C(C(=O)NC2=C(C=CC=C2)Cl)C=C1)F